tert-Butyl (5-(2-bromoacetyl)isochroman-1-yl)methyl(methyl)carbamate BrCC(=O)C1=C2CCOC(C2=CC=C1)CN(C(OC(C)(C)C)=O)C